ClC1=C(C=CC(=C1)Cl)CCN 2-(2,4-dichlorophenyl)ethane-1-amine